[N+](=O)([O-])C1=C(C=CC=C1)C=NN1C(OCC1)=O 3-[[(2-nitrophenyl)methylene]amino]-2-oxazolidinone